5-hydroxysalicylic acid OC1=CC=C(C(C(=O)O)=C1)O